COC(=O)C=1C=C(C=CC1)CCCC=C 5-(3-methoxycarbonyl-phenyl)-1-pentene